FC=1C(=NC=C(C1)C1=CC2=CN(N=C2C(=C1)F)C)N 3-fluoro-5-(7-fluoro-2-methyl-2H-indazol-5-yl)pyridin-2-amine